C(C1=CC=CC=C1)OC(=O)N1CCC(CC1)(F)CC(=O)OCC 4-(2-ethoxy-2-oxoethyl)-4-fluoropiperidine-1-carboxylic acid benzyl ester